aluminum 2,2'-methylenebis(4,6-di-tert-butylphenyl) phosphate P1(=O)(OC2=C(C=C(C=C2C(C)(C)C)C(C)(C)C)CC2=C(C(=CC(=C2)C(C)(C)C)C(C)(C)C)O1)[O-].[Al+3].C1C2=C(C(=CC(=C2)C(C)(C)C)C(C)(C)C)OP(=O)(OC2=C1C=C(C=C2C(C)(C)C)C(C)(C)C)[O-].C2C1=C(C(=CC(=C1)C(C)(C)C)C(C)(C)C)OP(=O)(OC1=C2C=C(C=C1C(C)(C)C)C(C)(C)C)[O-]